CC1=C(NC=C1CC=1C=NC(=CC1)C(F)(F)F)C(=O)OCC ethyl 3-methyl-4-((6-(trifluoromethyl) pyridin-3-yl) methyl)-1H-pyrrole-2-carboxylate